C1(=CC=CC2=CC=CC=C12)C(=O)[O-].[Ce+3].C1(=CC=CC2=CC=CC=C12)C(=O)[O-].C1(=CC=CC2=CC=CC=C12)C(=O)[O-] cerium naphthalate